N'-(tert-butyldimethylsilyl)-4-(2-hydroxypropan-2-yl)benzenesulfonimidamide [Si](C)(C)(C(C)(C)C)N=S(=O)(N)C1=CC=C(C=C1)C(C)(C)O